C(C1=CC=CC=C1)OC(=O)N1CCN(CC1)CCOC1=CC=C(C=C1)N1[C@H]2CN(C[C@@H]1CC2)C(=O)OC(C)(C)C tert-butyl (1R,5S)-8-(4-(2-(4-((benzyloxy)carbonyl)piperazin-1-yl)ethoxy)phenyl)-3,8-diazabicyclo[3.2.1]octane-3-carboxylate